ClC1=CC=C(C=C1)NC(NC1=CC=C(C=C1)C1=NC(=CC=C1)N1CCCC1)=O 3-(4-chlorophenyl)-1-{4-[6-(pyrrolidin-1-yl)pyridin-2-yl]Phenyl}urea